BrC=1C=C(OC2CN(C2)C(=O)OC(C)(C)C)C=C(C1)Cl tert-Butyl 3-(3-bromo-5-chloro-phenoxy)azetidine-1-carboxylate